ClC1=C(C=CC=C1)C(OC=1C=NC(=NC1)C(=O)N[C@H](C)\C=C\S(=O)(=O)C)C1(COC1)C 5-((2-chlorophenyl)(3-methyloxetan-3-yl)methoxy)-N-((R,E)-4-(methylsulfonyl)but-3-en-2-yl)pyrimidine-2-carboxamide